N1(C2=C(OCC1)N=C1C(=C2)C=CN1)C1=C(C(=O)N)C(=CC=C1)F 2-(2,3-dihydropyrrolo[3',2':5,6]pyrido[2,3-b][1,4]oxazin-1(6H)-yl)-6-fluorobenzamide